N-(2-fluoro-4-methyl-5-(2-((6-methylpyridin-3-yl)amino)-8,9-dihydroimidazo[1',2':1,6]pyrido[2,3-d]pyrimidin-6-yl)phenyl)-4-(trifluoromethyl)pyridineamide FC1=C(C=C(C(=C1)C)C1=CC2=C(N=C(N=C2)NC=2C=NC(=CC2)C)N2C1=NCC2)NC(=O)C2=NC=CC(=C2)C(F)(F)F